sodium glycylglycyl-L-cysteinate NCC(=O)NCC(=O)N[C@@H](CS)C(=O)[O-].[Na+]